tert-butyl 2-(7-bromo-2-methylquinolin-3-yl)-4-cyanobutanoate BrC1=CC=C2C=C(C(=NC2=C1)C)C(C(=O)OC(C)(C)C)CCC#N